dimethyl-(ethyl)vinyl-methyl-(ethyl)oxysilane CC([SiH](OCC)C=CCC)C